(S)-5-cyclopropyl-2-(1-(5-fluoro-4-methoxypyridin-2-yl)ethyl)-7-((2-(methylamino)-1H-imidazol-1-yl)methyl)-3,4-dihydroisoquinolin-1(2H)-one C1(CC1)C1=C2CCN(C(C2=CC(=C1)CN1C(=NC=C1)NC)=O)[C@@H](C)C1=NC=C(C(=C1)OC)F